2-(2-Chlorophenyl)-N-[4-(1,3-dimethyl-1H-pyrazol-4-yl)-3-sulfamoylphenyl]acetamide Uranium(IV) [U+4].ClC1=C(C=CC=C1)CC(=O)NC1=CC(=C(C=C1)C=1C(=NN(C1)C)C)S(N)(=O)=O